2-oxo-6-azaspiro[3.4]Octane-6-carboxylic acid tert-butyl ester C(C)(C)(C)OC(=O)N1CC2(CC(C2)=O)CC1